COC(=O)C=1C=CC(=NC1)CN(S(=O)(=O)CC)C1=C2CN(CC2=CC=C1)C(=O)OC(C)(C)C tert-butyl 4-(N-((5-(methoxycarbonyl)pyridin-2-yl)methyl)ethylsulfonamido)isoindoline-2-carboxylate